N-(7-fluoro-8-methyl-4-oxothiochroman-5-yl)acetamide FC1=CC(=C2C(CCSC2=C1C)=O)NC(C)=O